8-fluoro-6-(1-(6-(2-trifluoromethylphenyl)-1H-imidazo[4,5-b]pyrazin-1-yl)ethyl)quinoline FC=1C=C(C=C2C=CC=NC12)C(C)N1C=NC=2C1=NC(=CN2)C2=C(C=CC=C2)C(F)(F)F